2-((6-(4-bromo-2-chlorophenyl)-2-(methylthio)pyrido[2,3]pyrimidin-7-yl)amino)ethan-1-ol BrC1=CC(=C(C=C1)C=1C(=CC2=C(C=NC(=N2)SC)N1)NCCO)Cl